methyl N-[5-[6-[(6-cyanopyridine-3-carbonyl)-methyl-amino]-8-methyl-imidazo[1,2-a]pyridin-3-yl]-2-pyridyl]carbamate C(#N)C1=CC=C(C=N1)C(=O)N(C=1C=C(C=2N(C1)C(=CN2)C=2C=CC(=NC2)NC(OC)=O)C)C